C1(CC(CCC1)CN)CN 1,3-cyclohexanedimethanamine